C(C=C)N1[C@@H](CCC1)CNC(C1=C(C(=CC(=C1)CCC[18F])OC)OC)=O (S)-N-((1-Allyl-2-pyrrolidinyl)methyl)-5-(3-[18F]fluoropropyl)-2,3-dimethoxybenzamide